2-[(4-{6-[(4-chloro-2-fluorobenzyl)oxy]pyridin-2-yl}piperidin-1-yl)methyl]-1-[(4,5-dimethyl-4H-1,2,4-triazol-3-yl)methyl]-1H-benzimidazole-6-carboxylic acid ClC1=CC(=C(COC2=CC=CC(=N2)C2CCN(CC2)CC2=NC3=C(N2CC2=NN=C(N2C)C)C=C(C=C3)C(=O)O)C=C1)F